3-(4-hydroxy-1,3-thiazol-2-yl)-8-methoxy-2-(trifluoromethyl)pyrido[1,2-a]pyrimidin-4-one OC=1N=C(SC1)C1=C(N=C2N(C1=O)C=CC(=C2)OC)C(F)(F)F